3-(8-(4-guanidinobenzoyloxy)-[1,2,4]triazolo[1,5-a]pyridin-6-yl)propanoic acid N(C(=N)N)C1=CC=C(C(=O)OC=2C=3N(C=C(C2)CCC(=O)O)N=CN3)C=C1